6-(4-amino-3-pyridinyl)-N-(trans-4-morpholinocyclohexyl)-6-(pyridin-4-yl)-9H-pyrimido[4,5-b]indol-4-amine NC1=C(C=NC=C1)C1(CC=2C3=C(NC2C=C1)N=CN=C3N[C@@H]3CC[C@H](CC3)N3CCOCC3)C3=CC=NC=C3